CC1N(CC1)CCC(=O)O.CC1N(CC1)CCC(=O)O.CC1N(CC1)CCC(=O)O.C(O)C(CC)(CO)CO trimethylolpropane tri-[3-(2-methylazetidinyl) propionate]